ClC1=CC=C(C=C1)C1=NOC(=C1)C12CC(C1)(C2)NC(OC(C)(C)C)=O tert-butyl (3-(3-(4-chlorophenyl)isoxazol-5-yl)bicyclo[1.1.1]pentan-1-yl)carbamate